[3-[[4-(aminomethyl)pyrazol-1-yl]methyl]-6-(trifluoromethyl)-2-pyridinyl]ethanone hydrochloride Cl.NCC=1C=NN(C1)CC=1C(=NC(=CC1)C(F)(F)F)C(C)=O